O=C1NC(CCC1N1C(C2=CC=C(C=C2C1=O)CN1CCN(CC1)C=1C(=CC2=C(C(C=3NC4=CC(=CC=C4C3C2=O)C#N)(C)C)C1)CC)=O)=O 8-(4-((2-(2,6-dioxopiperidin-3-yl)-1,3-dioxoisoindolin-5-yl)methyl)piperazin-1-yl)-9-ethyl-6,6-dimethyl-11-oxo-6,11-dihydro-5H-benzo[b]carbazole-3-carbonitrile